FC1=CC=CC=2C(=COC21)C 7-fluoro-3-methyl-benzofuran